COC1=C(C2=C(C=N1)C(=CN2)C#N)C2=NC1=C(N2)C=CC(=C1OC)C1CCN(CC1)C 6-methoxy-7-(4-methoxy-5-(1-methylpiperidin-4-yl)-1H-benzo[d]imidazol-2-yl)-1H-pyrrolo[3,2-c]pyridine-3-carbonitrile